2-(2-(2-(4-(2-(2-(((5s,8s)-4-(benzyloxy)-3-mesityl-2-oxo-1-oxaspiro[4.5]dec-3-en-8-yl)oxy)ethoxy)ethyl)piperazin-1-yl)ethoxy)ethoxy)acetic acid C(C1=CC=CC=C1)OC1=C(C(OC12CCC(CC2)OCCOCCN2CCN(CC2)CCOCCOCC(=O)O)=O)C2=C(C=C(C=C2C)C)C